5-((1-((3-ethyl-2,4-dioxo-1,2,3,4-tetrahydrothieno[3,2-d]pyrimidin-6-yl)methyl)azetidin-3-yl)amino)-N,6-dimethylpicolinamide C(C)N1C(NC2=C(C1=O)SC(=C2)CN2CC(C2)NC=2C=CC(=NC2C)C(=O)NC)=O